CN(C1=CC(=C2C=CC=NC2=C1)C1(CC1)NC(C1=C(C=CC(=C1)OCC1N(CC1)C)C)=O)C N-(1-(7-(Dimethylamino)quinolin-5-yl)cyclopropyl)-2-methyl-5-((1-methylazetidin-2-yl)methoxy)benzamide